Ethyl 5,10,11-trimethylpyrido[3,4-b]carbazole-7-carboxylate CC1=C2C(=C(C=3N(C4=CC=C(C=C4C13)C(=O)OCC)C)C)C=NC=C2